ClC1=C(SC=C1)C=1N=C2N(C=CC(=C2)NC)C1 N-[2-(3-Chloro-thiophen-2-yl)-imidazo[1,2-a]pyridin-7-yl]-methyl-amine